CN1N=CC2=CC(=CC(=C12)OC1=CC=C(C=C1)OCCOC1CCOCC1)C(=O)O 1-methyl-7-[4-(2-tetrahydropyran-4-yloxyethoxy)phenoxy]indazole-5-carboxylic acid